CN1N=C(C=C1C)NC1=NC=C(C(=N1)C1=CNC2=C(C=CC=C12)N1C(C2=CC=CC(=C2C1)NC(=O)[C@H]1CN(CC1)C)=O)C (R)-N-(2-(3-(2-((1,5-dimethyl-1H-pyrazol-3-yl)amino)-5-methylpyrimidin-4-yl)-1H-indol-7-yl)-1-oxoisoindolin-4-yl)-1-methylpyrrolidine-3-carboxamide